C(C=C)O[C@@H](CCOC[C@@H](OC1=NC=CC(=N1)C1=NN(C2=CC=C(C=C12)O)C1OCCCC1)C)C 3-[2-[(1S)-2-[(3R)-3-allyloxybutoxy]-1-methyl-ethoxy]pyrimidin-4-yl]-1-tetrahydropyran-2-yl-indazol-5-ol